C(C)NCCCCCC 1-(ethylamino)hexane